(S) or (R)-6-((dimethylamino)methyl)-N'-((1,2,3,5,6,7-hexahydro-s-indacen-4-yl)carbamoyl)pyridine-3-sulfonimidamide CN(C)CC1=CC=C(C=N1)[S@](=O)(N)=NC(NC1=C2CCCC2=CC=2CCCC12)=O |o1:10|